3-(4-cyano-3-fluorophenyl)-7-fluoro-4-oxo-2-(2,4,6-trifluorophenyl)-2,3-dihydro-1H-quinoline-5-carboxylic acid methyl ester COC(=O)C=1C=2C(C(C(NC2C=C(C1)F)C1=C(C=C(C=C1F)F)F)C1=CC(=C(C=C1)C#N)F)=O